2-(fluoromethyl)2-(hydroxymethyl)tetrahydrofuran-3,4-diol FCC1(OCC(C1O)O)CO